[4-benzyloxy-2-[4-tert-butyl-2-(4-fluoro-2-methoxy-phenoxy)-6-methyl-phenyl]-1,6-naphthyridin-5-yl]methanol C(C1=CC=CC=C1)OC1=CC(=NC2=CC=NC(=C12)CO)C1=C(C=C(C=C1C)C(C)(C)C)OC1=C(C=C(C=C1)F)OC